N-[(4-methoxy-1-{[2-(trimethylsilyl)ethoxy]methyl}-1H-benzimidazol-2-yl)methyl]-2-(morpholin-4-yl)-8-(1,3-thiazol-2-yl)pyrazolo[1,5-a][1,3,5]triazin-4-amine COC1=CC=CC=2N(C(=NC21)CNC2=NC(=NC=1N2N=CC1C=1SC=CN1)N1CCOCC1)COCC[Si](C)(C)C